C12(CCC3=CC(=CC=C13)CC(=O)O)COCC2 2-(4,5-dihydro-2H-spiro[furan-3,1'-indan]-5'-yl)acetic acid